dicyclopentenyloxyethyl acrylate C(C=C)(=O)OCC(OC1=CCCC1)OC1=CCCC1